(R)-4-((S)-3-(5-cyclopropyl-4,7-difluoro-3,3-dimethyl-2-oxoindolin-1-yl)-2-oxopyrrolidin-1-yl)-3-methylbutanoic acid C1(CC1)C=1C(=C2C(C(N(C2=C(C1)F)[C@@H]1C(N(CC1)C[C@@H](CC(=O)O)C)=O)=O)(C)C)F